N-{[4-(3,3-difluorocyclobutyl)-3-fluorophenyl](phenyl)methyl}-4-fluoro-1-[2-(5-methyl-2,4-dioxo-1,2,3,4-tetrahydropyrimidin-1-yl)acetyl]pyrrolidine-2-carboxamide FC1(CC(C1)C1=C(C=C(C=C1)C(NC(=O)C1N(CC(C1)F)C(CN1C(NC(C(=C1)C)=O)=O)=O)C1=CC=CC=C1)F)F